4-chloro-N-{3-[2-(4-chloro-3-fluorophenoxy)acetylamino]bicyclo[1.1.1]pentan-1-yl}benzamide ClC1=CC=C(C(=O)NC23CC(C2)(C3)NC(COC3=CC(=C(C=C3)Cl)F)=O)C=C1